FC(S(=O)(=O)[O-])(F)F.C(C)(C)(C)C1=[O+]C(=CC(=C1)C)C(C)(C)C 2,6-di-tert-butyl-4-methylpyrylium trifluoromethanesulfonate